FC(C=1C(=C(C=CC1)[C@@H](C)NC=1C2=C(N=C(N1)C)C=NC(=C2)S(=O)(=O)N2CCC(CC2)(O)C)F)F (R)-1-((4-((1-(3-(difluoromethyl)-2-fluorophenyl)ethyl)amino)-2-methylpyrido[3,4-d]pyrimidin-6-yl)sulfonyl)-4-methylpiperidin-4-ol